COC1=C(C=C(OC2=CC=C(C=O)C=C2)C=C1)[N+](=O)[O-] 4-(4-methoxy-3-nitrophenoxy)benzaldehyde